COC1=C(C(=CC=C1)OC)C1=CN(C2=NC(=CC=C21)NC(=O)NCCN2CC1N(C(C2)C1)C)COCC[Si](C)(C)C 1-[3-(2,6-dimethoxyphenyl)-1-{[2-(trimethylsilyl)ethoxy]methyl}pyrrolo[2,3-b]pyridin-6-yl]-3-(2-{6-methyl-3,6-diazabicyclo[3.1.1]heptan-3-yl}ethyl)urea